COC1=CC=C(C=C1)C#CC(N1CCCC1)C1=C(C=CC=C1)O 2-(3-(4-methoxyphenyl)-1-(pyrrolidin-1-yl)prop-2-yn-1-yl)phenol